1-(3,4-dichlorophenyl)-2-(dimethylamino)ethanone ClC=1C=C(C=CC1Cl)C(CN(C)C)=O